COC(NC1=NC=CC(=C1)CCC1=CC(=C(C=C1)NC(=O)NC=1N(N=C(C1)C(C)(C)C)CC1CC1)F)=O [4-(2-{4-[3-(5-tert-Butyl-2-cyclopropylmethyl-2H-pyrazol-3-yl)-ureido]-3-fluoro-phenyl}-ethyl)-pyridin-2-yl]-carbamic acid methyl ester